FC=1C=C(C=C(C1)C(F)(F)F)[C@@H]1[C@@H](N(C(O1)=O)C(=O)NCC1=C(C=CC=C1)[N+](=O)[O-])C (4S,5R)-5-[3-fluoro-5-(trifluoromethyl)phenyl]-4-methyl-N-(2-nitrobenzyl)-2-oxo-1,3-oxazolidine-3-carboxamide